COC1=C(C=CC(=C1)OC)CNC1=NC=CC2=C(C=CC=C12)NCC12N(CC(C1)(C2)COC2=CC(N(C=C2)C)=O)C(=O)OCC2=CC=CC=C2 benzyl 1-[[[1-[(2,4-dimethoxyphenyl)methylamino]-5-isoquinolyl]amino]methyl]-4-[(1-methyl-2-oxo-4-pyridyl)oxymethyl]-2-azabicyclo[2.1.1]hexane-2-carboxylate